FC1=CC=C(C(=O)C2=CNC=3N=C(N=C(C32)NC3CCN(CC3)C(C=C)=O)NC3=CC=C(C=C3)N3CCN(CC3)C)C=C1 1-(4-((5-(4-fluorobenzoyl)-2-((4-(4-methylpiperazin-1-yl)phenyl)amino)-7H-pyrrolo[2,3-d]pyrimidin-4-yl)amino)piperidin-1-yl)prop-2-en-1-one